C(C=C)(=O)N[C@H]1C[C@H](CN(C1)C)C(=O)NC=1C=CC(=NC1)NC(C1=NC(=CC=C1)C1=CC=NN1)=O N-(5-((3R,5S)-5-acrylamido-1-methylpiperidine-3-carboxamido)pyridin-2-yl)-6-(1H-pyrazol-5-yl)picolinamide